COC=1C=C(C=CC1OC)C=CC(=O)NC1=CC=C(C=C1)S(=O)(=O)N1CCCC1 3-(3,4-dimethoxyphenyl)-N-[4-(1-pyrrolidinylsulfonyl)phenyl]acryl-amide